2-[2-(thienyl)vinyl]Benzonitrile S1C(=CC=C1)C=CC1=C(C#N)C=CC=C1